FC1=C(C(=O)Cl)C=C(C=C1)C(F)(F)F 2-fluoro-5-(trifluoromethyl)benzoyl chloride